ClC=1C2=C(N=CN1)N(C(=C2)Cl)C2=CC=C(C=C2)C2COC1(CCC1)CN2C(=O)OC(C)(C)C tert-butyl 7-(4-(4,6-dichloro-7H-pyrrolo[2,3-d]pyrimidin-7-yl)phenyl)-5-oxa-8-azaspiro[3.5]nonane-8-carboxylate